BrC=1C=2C=CC=CC2C2=C(C1)C1=C(C3=C2OCC=C3)CC=3C=C(C=CC31)C(F)(F)F 15-bromo-11-trifluoromethyl-6H,9H-indeno[2',3':2,1]phenanthro[4,3-b]pyran